C(C)(C)(C)OC(=O)N1C[C@@H]([C@H](C1)NC1=NC(=CC=C1)C1=CN=C2N1C=C(N=C2)OC(C)C)F (3S,4S)-3-fluoro-4-[[6-(6-isopropoxyimidazo[1,2-a]pyrazin-3-yl)-2-pyridinyl]amino]pyrrolidine-1-carboxylic acid tert-butyl ester